(R)-N-((R)-1-(1-(4-chlorophenyl)-1H-imidazol-4-yl)ethyl)-2-methylpropane-2-sulfinamide ClC1=CC=C(C=C1)N1C=NC(=C1)[C@@H](C)N[S@](=O)C(C)(C)C